C(C)(C)(C)OC(N(CC(F)F)CC1=NC(=CC=C1Br)C(C)C)=O ((3-bromo-6-isopropylpyridin-2-yl)methyl)(2,2-difluoroethyl)carbamic acid tert-butyl ester